2-(dimethylamino)ethyl 4-(2,2-dimethylhydrazineyl)-4-oxobutanoate CN(NC(CCC(=O)OCCN(C)C)=O)C